Cl.NC(C(=O)N1CCN(CC1)C(=O)NC1=NC(N(C=C1)C1=CC=C(C=C1)CN1CCC(CC1)(F)CN)=O)(C)C 4-(2-Amino-2-methylpropanoyl)-N-[1-(4-{[4-(aminomethyl)-4-fluoropiperidin-1-yl]methyl}phenyl)-2-oxo-1,2-dihydropyrimidin-4-yl]piperazine-1-carboxamide hydrochloride salt